C1=C(C=CC2=CC=CC=C12)C(CSC#N)O 1-(2-naphthyl)-2-thiocyano-1-ethanol